BrC1=CC(=C(C(=O)N(C2=NC=CC3=CC(=CC(=C23)C)Cl)[C@H]2CN(CCC2)C(=O)OC(C)(C)C)C=C1)Cl tert-butyl (R)-3-(4-bromo-2-chloro-N-(6-chloro-8-methylisoquinolin-1-yl)benzamido)piperidine-1-carboxylate